CN(C1=CC=C(C=C1)C(=O)C1=CC=C(C=C1)N(C)C)C bis[4-dimethylaminophenyl] ketone